5-Bromo-2-(3-(3-fluoropiperidin-1-yl)propoxy)pyridin-3-amine BrC=1C=C(C(=NC1)OCCCN1CC(CCC1)F)N